1-(3,5-Bis(4-fluorophenoxy)phenyl)-3-(2,6-dichloropyridin-4-yl)urea FC1=CC=C(OC=2C=C(C=C(C2)OC2=CC=C(C=C2)F)NC(=O)NC2=CC(=NC(=C2)Cl)Cl)C=C1